ClC=1C=C2C(=CNC2=C(C1)NC1CCOCC1)C1=CC=CC=C1 5-chloro-3-phenyl-N-(tetrahydro-2H-pyran-4-yl)-1H-indol-7-amine